NC1=C(C(N(C=2N=C(N=CC21)NCC(F)(F)F)C2=CC=C(C=C2)N)=O)C(=O)OC methyl 5-amino-8-(4-aminophenyl)-7-oxo-2-((2,2,2-trifluoroethyl)amino)-7H,8H-pyrido[2,3-d]pyrimidine-6-carboxylate